bromoanthracen BrC1=CC=CC2=CC3=CC=CC=C3C=C12